C(C)(C)(C)OC(=O)NCCOCCOC=1C=C(C=CC1)CC(=O)O 2-(3-(2-(2-((tert-butoxycarbonyl)amino)ethoxy)ethoxy)phenyl)acetic acid